4-[[3-(4-methylpiperazine-1-yl)propyl]diethoxysilyl]styrene CN1CCN(CC1)CCC[Si](C1=CC=C(C=C)C=C1)(OCC)OCC